7-Chloro-2-methyl-6-(4,4,5,5-tetramethyl-1,3,2-dioxaborolan-2-yl)benzo[d]thiazole ClC1=C(C=CC=2N=C(SC21)C)B2OC(C(O2)(C)C)(C)C